C1(CC1)C1=C(C(=NO1)C1=C(C=CC=C1Cl)Cl)COC1C[C@H]2CC[C@@H](C1)N2C2=NN=C(O2)C2=CC=CC(=N2)C(=O)O 6-(5-((1R,3r,5S)-3-((5-cyclopropyl-3-(2,6-dichlorophenyl)isoxazol-4-yl)methoxy)-8-azabicyclo[3.2.1]octan-8-yl)-1,3,4-oxadiazol-2-yl)pyridine-2-carboxylic acid